5-[8-[(3R,4R)-3,4-difluoropyrrolidin-1-yl]imidazo[1,2-b]pyridazin-6-yl]-1H-pyrimidine-2,4-dione F[C@@H]1CN(C[C@H]1F)C=1C=2N(N=C(C1)C=1C(NC(NC1)=O)=O)C=CN2